3-[2-(4-chloro-3-methylphenyl)ethyl]-1-methyl-1-[(3R)-1-(pyridazin-3-yl)piperidin-3-yl]urea ClC1=C(C=C(C=C1)CCNC(N([C@H]1CN(CCC1)C=1N=NC=CC1)C)=O)C